12'-(6-fluoro-4-methyl-1H-indole-2-carbonyl)-4'-methyl-4',7',8',12'-tetraazaspiro[cyclopropane-1,5'-tricyclo[7.4.0.02,7]tridecane] FC1=CC(=C2C=C(NC2=C1)C(=O)N1CCC2NN3CC4(N(CC3C2C1)C)CC4)C